N-methyl-5-(4-((8-methyl-6-oxo-7-(trifluoromethyl)-5,6-dihydro-1,5-naphthyridin-3-yl)methyl)piperazin-1-yl)picolinamide CNC(C1=NC=C(C=C1)N1CCN(CC1)CC=1C=NC=2C(=C(C(NC2C1)=O)C(F)(F)F)C)=O